(7aS,10aR)-6-(dideutero(1-methyl-1H-pyrazol-4-yl)methyl)-N-(1-methylcyclopropyl)-5-oxo-6,7a,8,9,10,10a-hexahydro-5H-cyclopenta[4,5]imidazo[1,2-a]quinazoline-3-sulfonamide [2H]C(N1C=2N(C=3C=CC(=CC3C1=O)S(=O)(=O)NC1(CC1)C)[C@H]1[C@@H](N2)CCC1)(C=1C=NN(C1)C)[2H]